ClC1=C(C=C(OCC(=O)NC23CC(C2)(C3)NC(COCC3=CC(=NC(=C3)C)C)=O)C=C1)F 2-(4-chloro-3-fluorophenoxy)-N-(3-{2-[(2,6-dimethylpyridin-4-yl)methoxy]acetamido}bicyclo[1.1.1]pentan-1-yl)acetamide